Cl.C(C)(C)(C)OC([C@H](CCC)N[C@@H]1CC2=CC(=C(C=C2CC1)F)Cl)=O (S)-tert-butyl-2-(((S)-7-chloro-6-fluoro-1,2,3,4-tetrahydronaphthalen-2-yl)amino)pentanoate hydrochloride